tert-butyl 2-(4-chlorophenyl)-7,7-dimethyl-3-(pyridin-4-yl)-6,7-dihydropyrazolo[1,5-a]pyrazine-5(4H)-carboxylate ClC1=CC=C(C=C1)C1=NN2C(CN(CC2(C)C)C(=O)OC(C)(C)C)=C1C1=CC=NC=C1